N-(2,6-dimethyl-phenyl)-4-[4-(2-fluoro-pyridin-3-yl)-5-methylsulfanyl-pyrimidin-2-ylamino]-benzamide CC1=C(C(=CC=C1)C)NC(C1=CC=C(C=C1)NC1=NC=C(C(=N1)C=1C(=NC=CC1)F)SC)=O